bis(carbene)pyridine C=C1C=CC=NC1=C